alpha-L-iduronate O[C@H]1[C@H](O)[C@@H](O)[C@H](O)[C@@H](O1)C(=O)[O-]